7-((5-((2S,5S)-5-hydroxy-2,5-dimethylpiperidin-1-yl)pyridin-2-yl)amino)-4-(4,5,6,7-tetrahydropyrazolo[1,5-a]pyridin-3-yl)isoindolin-1-one O[C@]1(CC[C@@H](N(C1)C=1C=CC(=NC1)NC=1C=CC(=C2CNC(C12)=O)C=1C=NN2C1CCCC2)C)C